C(C)(C)(C)OC(=O)N1CCC(=CC1)C1=CC=C(C=C1)SC1C(NC(CC1)=O)=O 4-(4-((2,6-dioxopiperidin-3-yl)thio)phenyl)-3,6-dihydropyridine-1(2H)-carboxylic acid tert.Butyl ester